cyclopentyl ((2,6-dihydroxy-3'-methyl-4-pentyl-[1,1'-biphenyl]-3-yl)methyl)(methyl)carbamate OC1=C(C(=CC(=C1CN(C(OC1CCCC1)=O)C)CCCCC)O)C1=CC(=CC=C1)C